NC1=NC=C2N=CN(C2=N1)CC1=C(C=C(C=C1)N)F 2-amino-9-(4-amino-2-fluorobenzyl)-9H-purine